2-[3-(5,8-diazaspiro[3.5]non-8-yl)-1,2,4-triazin-6-yl]-5-(1H-pyrazol-4-yl)phenol C1CCC12NCCN(C2)C=2N=NC(=CN2)C2=C(C=C(C=C2)C=2C=NNC2)O